O1C(CCC1)ON=CC1=C(C=C(C=C1)C)C 2,4-dimethylbenzaldehyde-O-2-tetrahydrofuryl oxime